(2-i-propoxy-5-nitrobenzylidene)ruthenium(II) diiodide C(C)(C)OC1=C(C=[Ru-2](I)I)C=C(C=C1)[N+](=O)[O-]